BrC1=CC=C(C=C1)C1=C(C(=NC=2C3=C(CCC12)C=CC=C3)C3=CC=CC=C3)F 4-(4-bromophenyl)-3-fluoro-2-phenyl-5,6-dihydrobenzo[h]quinoline